5-(1-(cyclopropylmethyl)piperidin-4-yl)-2-(5-(3,4-dimethoxyphenyl)-4-isopropyl-1H-pyrazol-3-yl)thiazole C1(CC1)CN1CCC(CC1)C1=CN=C(S1)C1=NNC(=C1C(C)C)C1=CC(=C(C=C1)OC)OC